ClC=1C=C(C=C2CCC(C(C12)=O)F)OC 8-chloro-2-fluoro-6-methoxy-3,4-dihydronaphthalen-1(2H)-one